C1(CCC1)C1(NC(=NC(=N1)NC1=CC=NC=C1)C1=CC=CC=C1)N 2-cyclobutyl-6-phenyl-N4-(pyridin-4-yl)-1,3,5-triazine-2,4-diamine